C1(CCCCC1)C1=CC=C(C=C1)NC(C1=C(C=CC(=C1)[N+](=O)[O-])SC1=NN=NN1C1=CC=CC=C1)=O N-(4-cyclohexylphenyl)-5-nitro-2-[(1-phenyl-1H-tetrazol-5-yl)sulfanyl]benzamide